(dimethylamino)-N-(3-(1,1,1,5,5,5-hexamethyl-3-((trimethylsilyl)oxy)trisiloxan-3-yl)propyl)hexanamide CN(C)C(C(=O)NCCC[Si](O[Si](C)(C)C)(O[Si](C)(C)C)O[Si](C)(C)C)CCCC